C1C=CN(C=C1C(=O)N)[C@@H]2[C@@H]([C@@H]([C@H](O2)COP(=O)([O-])OP(=O)([O-])OC[C@@H]3[C@H]([C@H]([C@@H](O3)N4C=NC5=C(N=CN=C54)N)OP(=O)([O-])[O-])O)O)O The molecule is an organophosphate oxoanion obtained by deprotonation of the phosphate and diphosphate OH groups of alpha-NADPH; major species at pH 7.3. It is a conjugate base of an alpha-NADPH.